P1CCCC1 phospholane